C1(=CC=CC=C1)CCC=1SC=C(N1)C(=O)NC 2-phenylethyl-N-methylthiazole-4-carboxamide